C(C1=CC=CC=C1)OC(N[C@@H](CC(C)C)C(NN(CCC)C(CCl)=O)=O)=O N-[(1S)-1-[[(2-chloroacetyl)-propyl-amino]carbamoyl]-3-methyl-butyl]carbamic acid benzyl ester